2-(2-Amino-9-((2R,3R,5S)-3-hydroxy-5-(hydroxymethyl)tetrahydrofuran-2-yl)-8-oxo-8,9-dihydro-7H-purin-7-yl)acetonitril NC1=NC=C2N(C(N(C2=N1)[C@@H]1O[C@@H](C[C@H]1O)CO)=O)CC#N